COC(=O)C1=CN(C(C=C1NC(C)=O)=O)C1(CC1)C(F)F 4-acetamido-1-(1-(Difluoromethyl)cyclopropyl)-6-oxo-1,6-dihydropyridine-3-carboxylic acid methyl ester